CCC(C)C(=O)O 3-butylcarboxylic acid